ClC=1C=NC(=NC1)[C@H]([C@H](C)S(=O)(=O)NC1=NN=C(N1C=1C(=NC=NC1OC)OC)[C@@H]1CC(CC1)(F)F)OC (1R,2S)-1-(5-chloropyrimidin-2-yl)-N-(5-((S)-3,3-difluorocyclopentyl)-4-(4,6-dimethoxypyrimidin-5-yl)-4H-1,2,4-triazol-3-yl)-1-methoxypropane-2-sulfonamide